P(=O)(O)(O)OC[C@H]([C@H]([C@@H](C(C(=O)O)=O)O)O)O 6-Phospho-2-dehydrogluconic acid